(S)-4-bromo-N-(2-hydroxypropyl)benzamide BrC1=CC=C(C(=O)NC[C@H](C)O)C=C1